3-(4-(sec-butoxy)phenyl)-2-methylbutanal C(C)(CC)OC1=CC=C(C=C1)C(C(C=O)C)C